N-(2-iodo-4-(trifluoromethyl)phenyl)carboxamide IC1=C(C=CC(=C1)C(F)(F)F)NC=O